8-benzyl-3-[({3-[(isobutyryloxy) methoxy]-4-methoxypyridin-2-yl} carbonyl) amino]-6-methyl-4,9-dioxo-1,5-dioxonon-7-yl-2-methylpropionate C(C1=CC=CC=C1)C(C(C(C(C(C(CC=O)NC(=O)C1=NC=CC(=C1OCOC(C(C)C)=O)OC)=O)=O)C)OC(C(C)C)=O)C=O